N-(3-(2-Cyano-5-((2,6-dioxopiperidin-3-yl)oxy)phenyl)prop-2-yn-1-yl)-5-(8-(7-isopropyl-1,3-dimethyl-2-oxo-2,3-dihydro-1H-benzo[d]imidazol-5-yl)isoquinolin-3-yl)picolinamide C(#N)C1=C(C=C(C=C1)OC1C(NC(CC1)=O)=O)C#CCNC(C1=NC=C(C=C1)C=1N=CC2=C(C=CC=C2C1)C1=CC2=C(N(C(N2C)=O)C)C(=C1)C(C)C)=O